((2R,4S)-4-(Benzyloxy)-2-(hydroxymethyl)-4-methylpyrrolidin-1-yl)(cyclopropyl)methanone C(C1=CC=CC=C1)O[C@]1(C[C@@H](N(C1)C(=O)C1CC1)CO)C